4-[[2,6-difluoro-4-(4,4,5,5-tetramethyl-1,3,2-dioxaborolan-2-yl)phenyl]methoxy]phenol FC1=C(C(=CC(=C1)B1OC(C(O1)(C)C)(C)C)F)COC1=CC=C(C=C1)O